C(C1=CC=CC=C1)OC1=CC=C2C(=N1)OC1(CN(CC1)C(=O)[O-])C2 6-(Benzyloxy)-3H-spiro[furo[2,3-b]pyridine-2,3'-pyrrolidine]-1'-carboxylate